COC(=O)C1=NN(C(C=C1Cl)=O)C=1C=NN(C1)C 4-chloro-1-(1-methylpyrazol-4-yl)-6-oxo-pyridazine-3-carboxylic acid methyl ester